5-fluoro-2-methyl-3-oxo-2,3-dihydrobenzo[d]isothiazole-4-carbaldehyde-1,1-dioxide FC1=CC=C2C(C(N(S2(=O)=O)C)=O)=C1C=O